CC=1N(C=C(N1)C)C1=NC=C(C=N1)CN1C[C@H](NCC1)C=1C(=C2COC(C2=CC1)=O)C (R)-5-(4-((2-(2,4-dimethyl-1H-imidazol-1-yl)pyrimidin-5-yl)methyl)piperazin-2-yl)-4-methylisobenzofuran-1(3H)-one